C1(CCCC1)NC(=O)C1=CC2=C(N=C(S2)N2CCN(CC2)CC)C(=C1)OC N-cyclopentyl-2-(4-ethylpiperazin-1-yl)-4-methoxybenzo[d]-thiazole-6-carboxamide